C(C)(C)(C)OC(=O)N1C(CNCC1)C1=C(N(C=2N(C1=O)N=C(N2)Br)CC(=O)NC2=C(C=C(C=C2)C#N)Cl)CC (2-bromo-4-(2-((2-chloro-4-cyanophenyl)amino)-2-oxoethyl)-5-ethyl-7-oxo-4,7-dihydro-[1,2,4]triazolo[1,5-a]pyrimidin-6-yl)piperazine-1-carboxylic acid tert-butyl ester